NC=1CC(=CC2=C(N1)C=CS2)C(=O)N(CCC)CC2=CC(=C(C=C2)CN)C(F)(F)F 5-amino-N-[[4-(aminomethyl)-3-(trifluoromethyl)phenyl]methyl]-N-propyl-6H-thieno[3,2-b]azepine-7-carboxamide